ClC=1C=C2C=C(NC2=CC1)CNC(N(C1CN(CCC1)C(=O)C1=CC(=NO1)C)C)=O 3-[(5-chloro-1H-indol-2-yl)methyl]-1-methyl-1-[1-(3-methyl-1,2-oxazole-5-carbonyl)piperidin-3-yl]urea